NC(CCN(NC([C@H](CC1CCCCC1)NC(OCC1=CC=CC=C1)=O)=O)C(C(F)Cl)=O)=O benzyl N-[(1S)-2-[2-(3-amino-3-oxo-propyl)-2-(2-chloro-2-fluoro-acetyl)hydrazino]-1-(cyclohexylmethyl)-2-oxo-ethyl]carbamate